COC(OC)[SiH2]C=1C=CC2=C(N=C(S2)SSSSC=2SC3=C(N2)C(=C(C=C3)[SiH2]C(OC)OC)CCC)C1CCC Dimethoxymethylsilyl-propylbenzothiazolyl tetrasulfide